19-Hydroxy-tetracos-21-enoic acid OC(CCCCCCCCCCCCCCCCCC(=O)O)CC=CCC